monoborole B1C=CC=C1